2-(6-(((1R,3S,5S)-1,5-dimethyl-8-azabicyclo[3.2.1]octan-3-yl)(methyl)amino)pyridazin-3-yl)-5-(2-(methyl-d3)oxazol-5-yl)phenol C[C@]12CC(C[C@](CC1)(N2)C)N(C2=CC=C(N=N2)C2=C(C=C(C=C2)C2=CN=C(O2)C([2H])([2H])[2H])O)C